C(C)(C)(C)OC(NCC1(CCN(CC1)C1=NC(=C(C(=C1C#N)CC)C#N)SC(C(=O)N)C1=CC=CC=C1)O)=O ((1-(6-((2-amino-2-oxo-1-phenylethyl)thio)-3,5-dicyano-4-ethylpyridin-2-yl)-4-hydroxypiperidin-4-yl)methyl)carbamic acid tert-butyl ester